C(CCCC#C)(=O)NC1=CC=C(C[C@H](N)C(=O)O)C=C1 4-(hex-5-ynamido)-L-phenylalanine